Tert-butyl (3R,4R)-4-(((7-((tert-butoxycarbonyl) ((S)-1-(5-methylthiazol-2-yl) ethyl) amino)-3-isopropylpyrazolo[1,5-a]pyrimidin-5-yl) amino) methyl)-3-hydroxypiperidine-1-carboxylate C(C)(C)(C)OC(=O)N(C1=CC(=NC=2N1N=CC2C(C)C)NC[C@@H]2[C@H](CN(CC2)C(=O)OC(C)(C)C)O)[C@@H](C)C=2SC(=CN2)C